ClC1=CC=C(C=C1)C=1N=NN(C1)CC(=O)NC1=C(C=C(C=C1)[N+](=O)[O-])C#N 2-(4-(4-chlorophenyl)-1H-1,2,3-triazol-1-yl)-N-(2-cyano-4-nitrophenyl)acetamide